C(C)OC(=O)C1=NN(C(=C1)C(C)C)C1=C(C=C(C=C1)Cl)Cl.C(CCCCCCCCC)C1=C(C=CC=C1)Br decanyl-bromobenzene ethyl-1-(2,4-dichlorophenyl)-5-isopropylpyrazole-3-carboxylate